BrC=1C(=C2C(=NC1)N(C[C@]21C[C@H](CC1)N1CCOCC1)CC1=CC=C(C=C1)OC)Cl |r| 4-((1RS,3SR)-5'-Bromo-4'-chloro-1'-(4-methoxybenzyl)-1',2'-dihydrospiro[cyclopentane-1,3'-pyrrolo[2,3-b]pyridin]-3-yl)morpholine